Cl.ClC1=NC(=CC=C1C(=O)NC1=C(C=NN1)C1CC1)C(F)F 2-chloro-N-(4-cyclopropyl-1H-pyrazol-5-yl)-6-(difluoromethyl)pyridine-3-carboxamide hydrogen chloride